2-pyridinemethanol N1=C(C=CC=C1)CO